C1=CC=C(C=C1)C(=O)Cl 4-benzeneformyl chloride